FC1=C(C(=C2C=NN(C2=C1)C1OCCCC1)C1=CC=C2C=NC(=NC2=C1)OC[C@H]1OCCC1)C 7-[6-fluoro-5-methyl-1-(oxan-2-yl)-1H-indazol-4-yl]-2-{[(2S)-oxolan-2-yl]methoxy}Quinazoline